(R)-7-((3-(8-aminopyrimido[5,4-d]pyrimidin-2-yl)phenyl)ethynyl)-6,7-dihydro-5H-cyclopenta[b]pyridin-7-ol NC1=NC=NC2=C1N=C(N=C2)C=2C=C(C=CC2)C#C[C@@]2(CCC=1C2=NC=CC1)O